3-((5-Chloro-2-methyl-3H-imidazo[4,5-b]pyridin-3-yl)methyl)azetidine-1-carboxylic acid tert-butyl ester C(C)(C)(C)OC(=O)N1CC(C1)CN1C(=NC=2C1=NC(=CC2)Cl)C